N-[4-(difluoromethoxy)-2,5-difluorophenyl]-5-(1,2,4-thiadiazol-5-yl)-1H-pyrrole-3-sulfonamide FC(OC1=CC(=C(C=C1F)NS(=O)(=O)C1=CNC(=C1)C1=NC=NS1)F)F